C1(=CC=CC=C1)S(=O)[O-].[NH4+].ClC1=C(C(=O)NC2=CC(=NN2C=2NC(C(=C(N2)C)C)=O)C)C=CC=N1 chloro-N-(1-(4,5-dimethyl-6-oxo-1,6-dihydropyrimidin-2-yl)-3-methyl-1H-pyrazol-5-yl)nicotinamide ammonium benzenesulfinate